O=C1NC=2N=CC=CC2C=2C=CC(=CC2N1)C#N 9-oxo-6,8,10-triazatricyclo[9.4.0.02,7]pentadeca-1(11),2(7),3,5,12,14-hexaene-13-carbonitrile